C(C)(C)(C)C=1C=CC(=C(C1)N1N=C2C(=N1)C=CC=C2)O 2-(5'-t-butyl-2'-hydroxyphenyl)benzotriazole